ClC=1C=C(C=C(C1OC1=CN(C(C(=C1)C(C)C)=O)CO)Cl)N1N=C(C(NC1=O)=O)C#N 2-(3,5-dichloro-4-((1-(hydroxymethyl)-5-isopropyl-6-oxo-1,6-dihydropyridin-3-yl)oxy)phenyl)-3,5-dioxo-2,3,4,5-tetrahydro-1,2,4-triazine-6-carbonitrile